C1(C=CC(N1C1=CC=C(C=C1)N=C=O)=O)=O p-maleimido-phenyl isocyanate